6-((2-(3-methoxypyrrolidin-1-yl)ethoxy)methyl)pyridin COC1CN(CC1)CCOCC1=CC=CC=N1